7-chloro-1,3-dihydro-5-phenyl-2H-1,4-benzodiazepine ClC=1C=CC2=C(C(=NCCN2)C2=CC=CC=C2)C1